N-octadecyl-furanmethanamine C(CCCCCCCCCCCCCCCCC)NCC=1OC=CC1